CN(C)[Zr](N(C)C)(N(C)C)N(C)C Tetrakis-dimethylamino-zirconium